CN1C2=C(N(CC1CNC(C=C)=O)C1=CC=C(C=C1)C(F)(F)F)C=CC=N2 N-((4-methyl-1-(4-(trifluoromethyl)phenyl)-1,2,3,4-tetrahydropyrido[2,3-b]pyrazin-3-yl)methyl)acrylamide